3-[1-(Cyclopropyl-methyl)-8-dimethylamino-8-(3-fluorophenyl)-2-oxo-1,3-diazaspiro[4.5]decan-3-yl]-N,N-dimethyl-propionamide C1(CC1)CN1C(N(CC12CCC(CC2)(C2=CC(=CC=C2)F)N(C)C)CCC(=O)N(C)C)=O